5-oxa-1,2a-diazaacenaphthylene-7-carboxamide N1=CN2C=COC3=CC(=CC1=C23)C(=O)N